BrC=1C=C(OCC2=NC=CC(=C2)CO)C=CC1F [2-[(3-bromo-4-fluoro-phenoxy)methyl]-4-pyridyl]methanol